O1COC=2C(=NC=CC21)C=2C(=CC(=NC2)NC(C)=O)NC2=NC(=CC(=C2)C)S(=O)(=O)C N-(5-([1,3]dioxolo[4,5-c]pyridin-4-yl)-4-((4-methyl-6-(methylsulfonyl)pyridin-2-yl)amino)pyridin-2-yl)acetamide